N-(3-amino-2,4-difluorophenyl)-4,5-dimethylthiophene-3-sulfonamide NC=1C(=C(C=CC1F)NS(=O)(=O)C1=CSC(=C1C)C)F